C(=O)C1=CC=C(C=C1)C1=CC(=C(C=C1)N1N=CC(=C1)C(=O)NCC1=NC(=NN1)C(C(F)(F)F)(C)C)C 1-[4-(4-formylphenyl)-2-methyl-phenyl]-N-[[3-(2,2,2-trifluoro-1,1-dimethyl-ethyl)-1H-1,2,4-triazol-5-yl]methyl]pyrazole-4-carboxamide